THIOPHEN-2-CARBOXAMID S1C(=CC=C1)C(=O)N